COC=1C=C2[C@H]([C@@H](N(C(C2=CC1OC)=O)CC1=CC=C(C=C1)C)C1=CC=C(C=C1)C(F)(F)F)C(=O)NC1=CC(=CC=C1)N1CCN(CC1)C (3R,4R)-6,7-dimethoxy-2-(4-methylbenzyl)-N-(3-(4-methylpiperazin-1-yl)phenyl)-1-oxo-3-(4-(trifluoromethyl)phenyl)-1,2,3,4-tetrahydroisoquinoline-4-carboxamide